FC1=C(C(=C(C(=C1[B-](C1=C(C(=C(C(=C1F)F)F)F)F)(C1=C(C(=C(C(=C1F)F)F)F)F)C1=C(C(=C(C(=C1F)F)F)F)F)F)F)F)F.C1(=CC=CC=C1)[C+](C1=CC=CC=C1)C1=CC=CC=C1 triphenyl-carbenium tetrakis(pentafluorophenyl)borate